BrC1=CC=C(C=C1)[C@H](C(=O)N1CCN(CC1)C=1C2=C(N=CN1)[C@@H](C[C@H]2C)O)CNC(C)C (S)-2-(4-bromophenyl)-1-(4-((5R,7R)-7-hydroxy-5-methyl-6,7-dihydro-5H-cyclopenta[d]pyrimidin-4-yl)piperazin-1-yl)-3-(isopropylamino)propan-1-one